CC1=CC=CC=2C(=NOC21)CC(C)N (7-methylbenzo[d]isoxazol-3-yl)propan-2-amine